N-(4-((7-chloro-1-methyl-2-((1-(3-morpholinopropyl)-2-oxo-5-(trifluoromethyl)-1,2-dihydropyridin-3-yl)amino)-1H-imidazo[4,5-b]pyridin-6-yl)oxy)pyridin-2-yl)acetamide ClC1=C2C(=NC=C1OC1=CC(=NC=C1)NC(C)=O)N=C(N2C)NC=2C(N(C=C(C2)C(F)(F)F)CCCN2CCOCC2)=O